C(C)(C)(C)C=1C=C(N(N1)C1=CC=C(C=C1)CN(C)C)N 5-tert-butyl-2-[4-[(dimethylamino)methyl]phenyl]pyrazol-3-amine